3-[(tert-butoxycarbonylamino)methyl]pentanedioic acid C(C)(C)(C)OC(=O)NCC(CC(=O)O)CC(=O)O